5-methyl-6,6a,7,8,9,10-hexahydro-5H-pyrazino[1,2-a][1,8]naphthyridine CC1CC2N(C=3N=CC=CC13)CCNC2